5'-O-tert-butyldiphenylsilyl-2'-O-(2-hydroxyethyl)-5-methyluridine [Si](C1=CC=CC=C1)(C1=CC=CC=C1)(C(C)(C)C)OC[C@@H]1[C@H]([C@H]([C@@H](O1)N1C(=O)NC(=O)C(=C1)C)OCCO)O